1-{4-[4-{[1-(propan-2-yl)-1H-pyrazolo[4,3-c]pyridin-6-yl]amino}-6-(pyrrolidin-1-yl)pyrimidin-2-yl]piperazin-1-yl}pent-4-yn-1-one CC(C)N1N=CC=2C=NC(=CC21)NC2=NC(=NC(=C2)N2CCCC2)N2CCN(CC2)C(CCC#C)=O